NCC1=CC(=C(C(=C1)C)NC(=O)C1=CC2=C(OCCC3=C2SC=C3)C=C1C=1C(=NC(=CC1)C(=O)N1C(CCCC1)CC)C(=O)O)C 3-(9-((4-(aminomethyl)-2,6-dimethylphenyl)carbamoyl)-4,5-dihydrobenzo[b]thieno[2,3-d]oxepin-8-yl)-6-(2-ethylpiperidine-1-carbonyl)picolinic acid